FC(COC1=NC=2N(C(N1)=O)N=C(C2C2=CC(=C(C(=C2)F)F)F)C(C)(C)F)F 2-(2,2-difluoroethoxy)-7-(2-fluoropropan-2-yl)-8-(3,4,5-trifluorophenyl)-3H-pyrazolo[1,5-a][1,3,5]triazin-4-one